C1=CC=CC=2C3=CC=CC=C3C(C12)COC(=O)N[C@H](C(=O)N[C@H](C(=O)OC(C)C)CCC(C=[N+]=[N-])=O)CCC(C=[N+]=[N-])=O Isopropyl (S)-2-((S)-2-((((9H-fluoren-9-yl)methoxy)carbonyl)amino)-6-diazo-5-oxohexanamido)-6-diazo-5-oxohexanoate